BrCCCCCCCOC1=C2C=NC(C2=CC=C1)=O 4-((7-bromoheptyl)oxy)-1-oxoisoindole